5-chloro-8-((1-((1R,2R)-2-(dimethylamino)cyclopropyl)-4-fluoro-1H-indazol-6-yl)sulfonyl)-3-hydroxyquinazoline-2,4(1H,3H)-dione ClC1=C2C(N(C(NC2=C(C=C1)S(=O)(=O)C1=CC(=C2C=NN(C2=C1)[C@H]1[C@@H](C1)N(C)C)F)=O)O)=O